P(O)(O)(O)=O.[Mo] molybdenum phosphoric acid